2-fluoro-N-[(1R,3S)-3-{[6-fluoro-2-(trifluoromethyl)quinolin-4-yl]amino}cyclohexyl]benzamide FC1=C(C(=O)N[C@H]2C[C@H](CCC2)NC2=CC(=NC3=CC=C(C=C23)F)C(F)(F)F)C=CC=C1